BENZOAT C(C1=CC=CC=C1)(=O)[O-]